rel-tert-butyl N-[5-[[2-[(2R,5S)-2-(6-isoquinolyl)-5-methyl-1-piperidyl]-2-oxo-acetyl]amino]-3-methyl-2-pyridyl]carbamate C1=NC=CC2=CC(=CC=C12)[C@@H]1N(C[C@H](CC1)C)C(C(=O)NC=1C=C(C(=NC1)NC(OC(C)(C)C)=O)C)=O |o1:10,13|